6-Fluoro-4-(2-(trifluoromethyl)pyrimidin-5-yl)quinoline-3-carbaldehyde FC=1C=C2C(=C(C=NC2=CC1)C=O)C=1C=NC(=NC1)C(F)(F)F